S1C=NC=C1[C@H](C)N1C=NC(=C1)C=O {1-[(1S)-1-(1,3-thiazol-5-yl)ethyl]-1H-imidazol-4-yl}methanone